(R)-7-((1-acetylpiperidin-4-yl)amino)-2-(3-(6,7-dihydrothieno[3,2-c]pyridin-5(4H)-yl)-2-hydroxypropyl)-4,4-dimethyl-3,4-dihydroisoquinolin-1(2H)-one C(C)(=O)N1CCC(CC1)NC1=CC=C2C(CN(C(C2=C1)=O)C[C@@H](CN1CC2=C(CC1)SC=C2)O)(C)C